O=C1C=C(N=CN1C[C@@H]1CCN(CC12CCCC2)C(=O)N2[C@@H](C[C@@H](CC2)C(=O)O)C2=CC=CC=C2)C2=CC=CC=C2 (2S-4R)-1-((R)-10-((6-Oxo-4-phenylpyrimidin-1(6H)-yl)methyl)-7-azaspiro[4.5]decane-7-carbonyl)-2-phenylpiperidine-4-carboxylic acid